C(=CC)C1=C(O)C(=C(C(=C1O)C1=CC=CC=C1)C=O)C1=CC=CC=C1 2-propenyl-4,6-diphenyl-formylresorcinol